(S)-7-(5-(5-(3-(hydroxymethyl)pyrrolidine-1-carbonyl)-1,3,4-thiadiazol-2-yl)-4-(isopropylamino)pyridin-2-yl)pyrrolo[1,2-b]pyridazine-3-carbonitrile OC[C@@H]1CN(CC1)C(=O)C1=NN=C(S1)C=1C(=CC(=NC1)C1=CC=C2N1N=CC(=C2)C#N)NC(C)C